ClC1=C(C(=C(N=N1)NCC(C)(O)C)C)C 1-[(6-chloro-4,5-dimethylpyridazin-3-yl)amino]-2-methylpropan-2-ol